2-hexyldecyl laurate C(CCCCCCCCCCC)(=O)OCC(CCCCCCCC)CCCCCC